FC1=CC=C(N=N1)N1C[C@@H](CC1)NC1=NN=C(S1)NC([C@@H](C1=CC(=CC=C1)N1CC(C1)OC)OC)=O (2R)-N-[5-[[(3R)-1-(6-fluoropyridazin-3-yl)pyrrolidin-3-yl]amino]-1,3,4-thiadiazol-2-yl]-2-methoxy-2-[3-(3-methoxyazetidin-1-yl)phenyl]acetamide